3-[METHYL(3-OXOPROPYL)AMINO]BUTANENITRILE CN(C(CC#N)C)CCC=O